NC1=C(C=CC=C1)C1=C(C=CC=C1)CS(=O)(=O)[Pd+] (2'-amino-1,1'-biphenyl-2-yl)methanesulfonyl-palladium (II)